(3R)-3-(4-Chlorophenyl)-2-[(4-chlorophenyl)methyl]-6-(2-hydroxypropan-2-yl)-3-methoxy-2,3-dihydro-1H-isoindol-1-on ClC1=CC=C(C=C1)[C@@]1(N(C(C2=CC(=CC=C12)C(C)(C)O)=O)CC1=CC=C(C=C1)Cl)OC